N-{(2S,3R)-4,4-difluoro-1-(oxetane-2-carbonyl)-2-[(2,3',4'-trifluoro[1,1'-biphenyl]-3-yl)methyl]pyrrolidin-3-yl}ethanesulfonamide FC1([C@@H]([C@@H](N(C1)C(=O)C1OCC1)CC=1C(=C(C=CC1)C1=CC(=C(C=C1)F)F)F)NS(=O)(=O)CC)F